(2S)-4-({[(3R)-1-[(tert-butoxy)carbonyl]piperidin-3-yl]methyl}carbamoyl)-2-({[(9H-fluoren-9-yl)methoxy]carbonyl}amino)butanoic acid C(C)(C)(C)OC(=O)N1C[C@H](CCC1)CNC(=O)CC[C@@H](C(=O)O)NC(=O)OCC1C2=CC=CC=C2C=2C=CC=CC12